4-bromo-1-(2-(methylthio)ethyl)-5-phenylpyridin-2(1H)-one BrC1=CC(N(C=C1C1=CC=CC=C1)CCSC)=O